CSC=1C=CC=C2CNC(C12)=O 7-(methylthio)isoindolin-1-one